CC1=CC=2N(C3=CC(=CC=C3C2C=C1)C)C1=C(C(=CC(=C1)C(C)(CC(C)(C)C)C)B1OC(C(O1)(C)C)(C)C)OC1OCCCC1 2,7-dimethyl-9-(2-((tetrahydro-2H-pyran-2-yl)oxy)-3-(4,4,5,5-tetramethyl-1,3,2-dioxaborolan-2-yl)-5-(2,4,4-trimethylpentan-2-yl)phenyl)-9H-carbazole